Monoethyl-malonic acid C(C)C(C(=O)O)C(=O)O